1,5-bis(4-aminophenyl)-2,4-dimethylpenta-1,4-dien-3-one NC1=CC=C(C=C1)C=C(C(C(=CC1=CC=C(C=C1)N)C)=O)C